N-(4-(3,4-difluorophenyl)-5-(pyridine-4-yl)thiazol-2-yl)-5-((2-hydroxy-3-methoxybenzyl)amino)-3-methylpyridine-2-sulfonamide FC=1C=C(C=CC1F)C=1N=C(SC1C1=CC=NC=C1)NS(=O)(=O)C1=NC=C(C=C1C)NCC1=C(C(=CC=C1)OC)O